ClC=1C(=C(C=C2C=C(N=CC12)NC(=O)[C@H]1C([C@@H]1C1=NN(C=C1)C1OCCN1)C)C=1C=NC=CC1C)F (1S,3S)-N-[8-chloro-7-fluoro-6-(4-methylpyridin-3-yl)isoquinolin-3-yl]-2-methyl-3-[1-(oxazolidin-2-yl)-1H-pyrazol-3-yl]Cyclopropane-1-carboxamide